4-(3-methoxy-4-((4-methoxybenzyl)oxy)benzyl)quinoline COC=1C=C(CC2=CC=NC3=CC=CC=C23)C=CC1OCC1=CC=C(C=C1)OC